7-(Quinolin-6-yl)-6-(m-tolyl)-2,3-dihydropyrazolo[5,1-b]oxazole N1=CC=CC2=CC(=CC=C12)C=1C(=NN2C1OCC2)C=2C=C(C=CC2)C